OC1=CC=C(C2=CC3=C(C=CC(=C3C=C12)O)O)O 1,4,5,8-tetrahydroxyanthracene